COC(=O)C1=NC(=CC(=C1Cl)N)C1=C(C(=C(C=C1)Cl)OC)F 4-amino-3-chloro-6-(4-chloro-2-fluoro-3-methoxy-phenyl)-pyridine-2-carboxylic acid methyl ester